2-(6-(1-cyclopropyl-4-(4-fluorophenyl)-1H-imidazol-5-yl)imidazo[1,2-b]pyridazin-3-yl)propan-2-ol C1(CC1)N1C=NC(=C1C=1C=CC=2N(N1)C(=CN2)C(C)(C)O)C2=CC=C(C=C2)F